FC=1C=C(C=CC1F)NC1=CC=CC=C1 N-(3,4-difluorophenyl)aniline